C(C1=CC=CC=C1)O[C@H]1C[C@@H](CN(CC1)C(=O)OC(C)(C)C)OCCCC#C |o1:8,10| tert-butyl rel-(3S,5R)-5-(benzyloxy)-3-(pent-4-yn-1-yloxy)azepane-1-carboxylate